NC1=NC=CC(=C1)OC1=CC(=C(C=C1)NC(=O)NC1=CC(=NN1C1=CC=CC=C1)C(C)(C)C)F 1-(4-((2-aminopyridin-4-yl)oxy)-2-fluorophenyl)-3-(3-(tert-butyl)-1-phenyl-1H-pyrazol-5-yl)urea